OCC1=CC=C(O1)C1=NC=2C(=C3C(=NC2)N(C=C3)S(=O)(=O)C3=CC=CC=C3)N1C=1C=NN(C1)CCC#N 3-(4-(2-(5-(hydroxymethyl)furan-2-yl)-6-(benzenesulfonyl)imidazo[4,5-d]pyrrolo[2,3-b]pyridin-1(6H)-yl)-1H-pyrazol-1-yl)propionitrile